2-(3-chloro-4-((R and S)-1-(((R)-((R)-8-cyano-1,2,3,4-tetrahydroquinoxalin-2-yl)(phenyl)methyl)amino)propan-2-yl)phenyl)acetic acid ClC=1C=C(C=CC1[C@H](CN[C@H](C1=CC=CC=C1)[C@@H]1NC2=C(C=CC=C2NC1)C#N)C)CC(=O)O |&1:7|